2-chloro-4-(4-ethoxyphenyl)pyrimidine ClC1=NC=CC(=N1)C1=CC=C(C=C1)OCC